6-(3-Fluoro-pyridin-4-yl)-8-[(piperidin-4-ylmethyl)-amino]-imidazo[1,2-a]pyrazine-2-carboxylic acid methylamide CNC(=O)C=1N=C2N(C=C(N=C2NCC2CCNCC2)C2=C(C=NC=C2)F)C1